CC(CCOC(=O)OOCCC(C)(OC)C)(C)OC.[N+](=O)([O-])C=1C=CC(=NC1)NC(C1=CC=C(C=C1)C(F)(F)F)=O N-(5-nitropyridin-2-yl)-4-(trifluoromethyl)benzamide di(3-methyl-3-methoxybutyl)peroxycarbonate